C(CC(O)(C(=O)OC(C)CCCC)CC(=O)OC(C)CCCC)(=O)OC(C)CCCC tri(2-hexyl) citrate